tris(2-carboxyethyl)phosphine sodium salt [Na+].C(=O)([O-])CCP(CCC(=O)[O-])CCC(=O)[O-].[Na+].[Na+]